FC1=CC2=C(N(N=C2C(=C1)N[C@H]1[C@H](CN(CC1)C)F)C#CCNC1=C(C=C(C=C1)S(=O)(=O)C)OC)C=C 5-fluoro-N-((3S,4R)-3-fluoro-1-methylpiperidin-4-yl)-2-(3-((2-methoxy-4-(methylsulfonyl)phenyl)amino)prop-1-yn-1-yl)-3-vinyl-2H-indazol-7-amine